N-(4-Amino-1H-pyrazolo[4,3-c]pyridin-7-yl)-2-oxo-2-[rac-(2R,5R)-5-methyl-2-(2-methylpyrazol-3-yl)-1-piperidyl]acetamide NC1=NC=C(C2=C1C=NN2)NC(C(N2[C@H](CC[C@H](C2)C)C=2N(N=CC2)C)=O)=O |r|